ClC1=NC=C(C(=N1)NCC1=CC=C(C=C1)C=1N(C=C(N1)C(F)(F)F)C)OC 2-Chloro-4-(4-(1-methyl-4-(trifluoromethyl)-1H-imidazol-2-yl)benzylamino)-5-methoxypyrimidine